CC=1C(=C2C=NN(C2=CC1C)C1OCCCC1)C1=C(C=2N=C(N=C(C2C=N1)OCC(F)(F)F)OC[C@]12CCCN2C[C@@H](C1)F)F 7-(5,6-dimethyl-1-(tetrahydro-2H-pyran-2-yl)-1H-indazol-4-yl)-8-fluoro-2-(((2R,7aS)-2-fluorohexahydro-1H-pyrrolizin-7a-yl)methoxy)-4-(2,2,2-trifluoroethoxy)pyrido[4,3-d]pyrimidine